N,N'-di(4-ethoxycarbonylphenyl)formamidine C(C)OC(=O)C1=CC=C(C=C1)NC=NC1=CC=C(C=C1)C(=O)OCC